2-(6-((2S,5R)-2,5-dimethyl-4-(1-(2-methyl-1H-benzo[d]imidazol-5-yl)ethyl)piperazin-1-yl)-9-ethyl-3-methyl-2-oxo-3,9-dihydro-2H-purin-8-yl)acetonitrile C[C@@H]1N(C[C@H](N(C1)C(C)C1=CC2=C(NC(=N2)C)C=C1)C)C=1C=2N=C(N(C2N(C(N1)=O)C)CC)CC#N